(E)-4-oxo-4-(2,2,2-trifluoroethoxy)but-2-enoic acid O=C(/C=C/C(=O)O)OCC(F)(F)F